BrC=1SC=2CN(CCC2N1)C=1C(=CC=2N(N1)C(C=C(N2)C(=O)N2CC(CC2)C=2C=NC=CC2)=O)C 7-(2-bromo-6,7-dihydrothiazolo[5,4-c]pyridin-5(4H)-yl)-8-methyl-2-(3-(pyridin-3-yl)pyrrolidine-1-carbonyl)-4H-pyrimido[1,2-b]pyridazin-4-one